C12C(CC(C=C1)C2)C2NS(C1=C(N2)C=C(C(=C1)S(=O)(=O)N)Cl)(=O)=O 3-bicyclo[2.2.1]hept-5-en-2-yl-6-chloro-3,4-dihydro-2h-1,2,4-benzothiadiazine-7-sulfonamide 1,1-dioxide